O=CC[C@H](O)[C@H](O)CO Deoxy-D-ribose